6-(3-((1-butyl-3-methyl-1H-pyrazol-5-yl)amino)-7,8-dihydro-1,6-naphthyridin-6(5H)-yl)-5-methylnicotinonitrile C(CCC)N1N=C(C=C1NC=1C=NC=2CCN(CC2C1)C1=NC=C(C#N)C=C1C)C